azelaic acid HCl salt Cl.C(CCCCCCCC(=O)O)(=O)O